5-(4-((2-(3-ethylureido)-1-methyl-1H-imidazol-5-yl)methyl)piperazin-1-yl)-N-methyl-6-(methyl-d3)picolinamide C(C)NC(NC=1N(C(=CN1)CN1CCN(CC1)C=1C=CC(=NC1C([2H])([2H])[2H])C(=O)NC)C)=O